COC=1C=C(C=CC1)C(CN1C([C@@H]2N(CCNC2)CC1)=O)C (9aR)-8-(2-(3-Methoxyphenyl)propyl)-9-oxooctahydro-2H-pyrazino[1,2-a]pyrazin